C12(CC3CC(CC(C1)C3)C2)C=2C=CC(=C(C2)C=2C=C3C(=CC(=CC3=C(C2)O)C(=O)O)O)O 6-(5-(adamantan-1-yl)-2-hydroxyphenyl)-4,8-dihydroxy-2-naphthoic acid